N1(C=NC=C1)CCNC(C(=O)C1=C(C(=C(N1C)C)C(=O)NC1=CC(=C(C=C1)F)C)C)=O 5-(2-((2-(1H-imidazol-1-yl)ethyl)amino)-2-oxoacetyl)-N-(4-fluoro-3-methylphenyl)-1,2,4-trimethyl-1H-pyrrole-3-carboxamide